3-(4-bromo-3-methylphenyl)-2-ethyl-7-fluoro-6-iodoquinazolin-4(3H)-one BrC1=C(C=C(C=C1)N1C(=NC2=CC(=C(C=C2C1=O)I)F)CC)C